1-(4-iodobenzyl)-N-(4-methoxy-2-(trifluoromethoxy)benzyl)piperidine-4-carboxamide IC1=CC=C(CN2CCC(CC2)C(=O)NCC2=C(C=C(C=C2)OC)OC(F)(F)F)C=C1